6-(3-methoxy-2-methylphenyl)-2-(5-(methylsulfanyl)pyridin-2-yl)phthalazin-1(2H)-one COC=1C(=C(C=CC1)C=1C=C2C=NN(C(C2=CC1)=O)C1=NC=C(C=C1)SC)C